(R)-9-ethyl-2,2-difluoro-6,7,8,9-tetrahydro-[1,3]dioxolo[4',5':3,4]benzo[1,2-f][1,4]oxazepine C(C)[C@H]1OC=2C(CNC1)=CC=C1C2OC(O1)(F)F